6-(1-fluoro-1-methyl-ethyl)-N-[2-[4-(hydroxymethyl)cyclohexyl]-6-(1-hydroxyl-1-methyl-ethyl)indazol-5-yl]pyridine-2-carboxamide FC(C)(C)C1=CC=CC(=N1)C(=O)NC1=CC2=CN(N=C2C=C1C(C)(C)O)C1CCC(CC1)CO